(5-bromo-2-chlorobenzyl)-1-(N,N-dimethylsulfamoyl)-1H-pyrazole-4-carboxylic acid ethyl ester C(C)OC(=O)C=1C(=NN(C1)S(N(C)C)(=O)=O)CC1=C(C=CC(=C1)Br)Cl